C(C)OC(=O)C1=NN([C@](C1)(C(=O)OCC)C)C1=C(C=C(C=C1)Cl)Cl |r| (RS)-1-(2,4-dichlorophenyl)-5-methyl-2-pyrazoline-3,5-dicarboxylic acid diethyl ester